C(=O)(OC(C)(C)C)C(C(CO)N)O boc-2-amino-1,3-propanediol